sodium (1+) 3,5,8,11-tetraoxa-tetradec-13-ene CCOCOCCOCCOCC=C.[Na+]